2-[2-[2-[2-[2-[2,3-bis[6-(1-hexylnonoxy)-6-oxo-hexoxy] propanoyl-octyl-amino]ethoxy]ethoxy] ethoxy]ethoxy]ethyl 1-methylpiperidine-4-carboxylate CN1CCC(CC1)C(=O)OCCOCCOCCOCCOCCN(CCCCCCCC)C(C(COCCCCCC(OC(CCCCCCCC)CCCCCC)=O)OCCCCCC(=O)OC(CCCCCCCC)CCCCCC)=O